CN1N=C2[C@@H](N(CCC2=C1C1=CC(=C(C(=C1)F)F)F)C(=O)C1=NN(C2=NC=CC=C21)C)C (S)-(2,7-dimethyl-3-(3,4,5-trifluorophenyl)-2,4,5,7-tetrahydro-6H-pyrazolo[3,4-c]pyridin-6-yl)(1-methyl-1H-pyrazolo[3,4-b]pyridin-3-yl)methanone